2-(3,4-dihydro-2H-pyrrolo[3',2':5,6]pyrido[2,3-b][1,4]oxazepin-1(7H)-yl)-N-((4-((((1s,4s)-4-hydroxy-4-methylcyclohexyl)methyl)amino)-3-nitrophenyl)sulfonyl)benzamide N1(C2=C(OCCC1)N=C1C(=C2)C=CN1)C1=C(C(=O)NS(=O)(=O)C2=CC(=C(C=C2)NCC2CCC(CC2)(C)O)[N+](=O)[O-])C=CC=C1